pteridinethioate N1=C(N=CC2=NC=CN=C12)C([O-])=S